(E)-4-((4-pentylphenyl)amino)benzaldehyde oxime C(CCCC)C1=CC=C(C=C1)NC1=CC=C(/C=N/O)C=C1